(R)-1-(4-(4-((1-(3-(difluoromethyl)-2-fluorophenyl)ethyl)amino)-2-methyl-6,7-dihydro-5H-pyrrolo[3,4-d]pyrimidine-6-carbonyl)-4-fluoropiperidin-1-yl)ethan-1-one FC(C=1C(=C(C=CC1)[C@@H](C)NC=1C2=C(N=C(N1)C)CN(C2)C(=O)C2(CCN(CC2)C(C)=O)F)F)F